N-(4-{[6-(5-Chloro-2-Fluorophenyl)-3-Methylpyridazin-4-yl]Amino}Pyridin-2-yl)-2-{4-Methyl-4,7-Diazaspiro[2.5]Octan-7-yl}Acetamid ClC=1C=CC(=C(C1)C1=CC(=C(N=N1)C)NC1=CC(=NC=C1)NC(CN1CCN(C2(CC2)C1)C)=O)F